C(=O)C1=C(C=C(C(=O)N)C=C1)O 4-FORMYL-3-HYDROXYBENZAMIDE